N-(1-(4-(2-(2-Aminopyridin-3-yl)-5-phenyl-3H-imidazo[4,5-b]pyridin-3-yl)benzyl)piperidin-4-yl)-4-formyl-3-hydroxybenzamide NC1=NC=CC=C1C1=NC=2C(=NC(=CC2)C2=CC=CC=C2)N1C1=CC=C(CN2CCC(CC2)NC(C2=CC(=C(C=C2)C=O)O)=O)C=C1